[(2R)-4-(3-{[(3-methyl-1H-indol-4-yl)methyl]amino}pyrido[2,3-b]pyrazin-6-yl)morpholin-2-yl]methanol CC1=CNC2=CC=CC(=C12)CNC1=CN=C2C(=N1)N=C(C=C2)N2C[C@@H](OCC2)CO